2-(4-Fluorophenyl)-N-{4-[3-(4-hydroxyphenyl)-5-methyl-4-oxo-4,5-dihydro-1H-pyrrolo[3,2-c]pyridin-2-yl]pyridin-2-yl}propanamid FC1=CC=C(C=C1)C(C(=O)NC1=NC=CC(=C1)C1=C(C=2C(N(C=CC2N1)C)=O)C1=CC=C(C=C1)O)C